FC1=C(C=C(C=N1)C(=O)N(C=1C=C(C=2N(C1)C(=CN2)C=2C=CC(=NC2)NC(OC)=O)C)C)C methyl N-[5-[6-[(6-fluoro-5-methyl-pyridine-3-carbonyl)-methyl-amino]-8-methyl-imidazo[1,2-a]pyridin-3-yl]-2-pyridyl]carbamate